(aminomethyl)cyclopropanemethylamine NCC1(CC1)CN